COC1=CC=2N(C=C1)C(=CN2)C2=CC(=NC=N2)NCC2=CC=C(C(=O)N(C)C)C=C2 4-{[(6-{7-methoxyimidazo[1,2-a]pyridin-3-yl}pyrimidin-4-yl)amino]methyl}-N,N-dimethylbenzamide